7-(3-Cyano-2-methylphenyl)-2,3-dihydro-1H-indene-4-carbonyl chloride C(#N)C=1C(=C(C=CC1)C1=CC=C(C=2CCCC12)C(=O)Cl)C